C(C1=CC=CC=C1)OC(=O)N(CCC1=C(N=C2C(=N1)N(C(=C(C2=O)N2CCN(CC2)C(=O)OC(C)(C)C)CC)CC2=CC=C(C=C2)OC)Br)C tert-butyl 4-[3-[2-[benzyloxycarbonyl(methyl)amino]ethyl]-2-bromo-6-ethyl-5-[(4-methoxyphenyl)methyl]-8-oxo-pyrido[2,3-b]pyrazin-7-yl]piperazine-1-carboxylate